N-((R)-7-Benzyloxy-2,3-dihydro-benzo[1,4]dioxin-2-ylmethyl)-2-pyridin-3-yl-acetamide C(C1=CC=CC=C1)OC=1C=CC2=C(O[C@@H](CO2)CNC(CC=2C=NC=CC2)=O)C1